CN1N=C(N=N1)C=1C=C(C(=O)OC)C=CC1NC1=CC=C(C=C1)C(NS(=O)(=O)C)=O methyl 3-(2-methyl-2H-tetrazol-5-yl)-4-((4-((methylsulfonyl)carbamoyl)phenyl) amino)benzoate